N(=[N+]=[N-])C1=CC=C2C(=CC(OC2=C1)=O)C 7-Azido-4-methylcoumarin